C(C)OC(C(CC(=O)C12COC(CC1)(CC2)COCC2=CC=CC=C2)=O)=O 4-(1-((benzyloxy)methyl)-2-oxabicyclo[2.2.2]oct-4-yl)-2,4-dioxobutanoic acid ethyl ester